Dispiro[2.0.24.13]heptan-7-ylmethanol C1CC12C1(CC1)C2CO